COC=1C=C2CCN(CC2=CC1NC1=NC=C2C(=N1)N(N=C2)[C@@H]2[C@H](CCCC2)C)C |r| rac-6-methoxy-2-methyl-N-(1-((1S,2S)-2-methylcyclohexyl)-1H-pyrazolo[3,4-d]pyrimidin-6-yl)-1,2,3,4-tetrahydroisoquinolin-7-amine